2-butyl-1-(cyclohexylmethyl)-7-isopropoxy-1H-imidazo[4,5-d]pyridazin-4-amine hydrochloride salt Cl.C(CCC)C1=NC=2C(=C(N=NC2N)OC(C)C)N1CC1CCCCC1